CC1=C(C(OC2=C1C=CC(=C2)OC(=O)C)(C)C)C3=CC=C(C=C3)OC The molecule is a member of the class of chromenes that is 2H-1-benzopyran-7-ol acetate substituted by a methyl groups at positions 2, 2 and 4 and a 4-methoxyphenyl group at position 3 respectively. It is an acetate ester, a member of chromenes and a monomethoxybenzene.